(R)-3-iodomethylhexanoic acid IC[C@@H](CC(=O)O)CCC